monostearylglycerin C(CCCCCCCCCCCCCCCCC)C(CO)(O)CO